CC=1C=C(C=CC1)C1=C(C=CC(=C1)N)C1=CC=C(C=C1)N (3-methylphenyl)-1,1'-biphenyl-4,4'-diamine